C(C=CC)C1=CSC=C1 3-(2-butenyl)thiophene